C(C)N(CC)CC=1C=C(C(=C(C1)OCCCCCCCCC\C=C/C\C=C/CCCCCCCC(=O)[O-])C)OCCCCCCCCC\C=C/C\C=C/CCCCCCCC(=O)[O-] (9Z,9'Z,12Z,12'Z)-((5-((diethylamino)methyl)-2-methyl-1,3-phenylene)bis(oxy))bis(butane-4,1-diyl)bis(octadeca-9,12-dienoate)